BrC=1C=NC=C(C1N1CCC(CC1)C(=O)OC(C)(C)C)F tert-butyl 1-(3-bromo-5-fluoro-4-pyridyl)piperidine-4-carboxylate